N-[3-[5-cyclopropylsulfonyl-2-(difluoromethoxy)phenyl]-1-[2-(dimethylamino)ethyl]pyrazol-4-yl]pyrazolo[1,5-a]pyrimidine-3-carboxamide C1(CC1)S(=O)(=O)C=1C=CC(=C(C1)C1=NN(C=C1NC(=O)C=1C=NN2C1N=CC=C2)CCN(C)C)OC(F)F